2-((4-(pyridin-4-yl)piperazin-1-yl)methyl)-1H-indole N1=CC=C(C=C1)N1CCN(CC1)CC=1NC2=CC=CC=C2C1